5-Cyclopropyl-6-(3-methylimidazo[4,5-c]pyridin-7-yl)-3-[[5-methyl-1-[rel-(2S)-2,3-difluoropropyl]pyrazol-4-yl]amino]pyrazine-2-carboxamide C1(CC1)C=1N=C(C(=NC1C=1C2=C(C=NC1)N(C=N2)C)C(=O)N)NC=2C=NN(C2C)C[C@@H](CF)F |o1:30|